C(CC)OC(CC[Si](OCCCC)(OCCCC)OCCCC)C γ-propoxybutyl-tributoxysilane